3-chloro-5-((1-((6-(difluoromethyl)-3-oxo-2,3-dihydropyridazin-4-yl)methyl)-6-oxo-4-(trifluoromethyl)-1,6-dihydropyrimidin-5-yl)oxy)benzonitrile ClC=1C=C(C#N)C=C(C1)OC1=C(N=CN(C1=O)CC=1C(NN=C(C1)C(F)F)=O)C(F)(F)F